ClC1=C(C=2NC(=NS(C2S1)(=O)=O)NC)C1=C(C=C(C=C1)S(=O)(=N)C)Cl 6-Chloro-5-[2-chloro-4-(methylsulfonimidoyl)phenyl]-N-methyl-1,1-dioxo-4H-thieno[3,2-e][1,2,4]thiadiazin-3-amine